N1=CC=CC2=CC=C(C=C12)S(=O)(=O)N1CCC2(CCC(C2)N2CC3(COC3)C2)CC1 6-(8-(quinolin-7-ylsulfonyl)-8-azaspiro[4.5]decan-2-yl)-2-oxa-6-azaspiro[3.3]heptane